The molecule is a cephalosporin bearing chloro and (R)-2-amino-2-phenylacetamido groups at positions 3 and 7, respectively, of the cephem skeleton. It has a role as an antibacterial drug and a drug allergen. C1C(=C(N2[C@H](S1)[C@@H](C2=O)NC(=O)[C@@H](C3=CC=CC=C3)N)C(=O)O)Cl